ethyl 1-(3,5-dichlorophenyl)-8-(3-(3-(2,2-dimethyl-4-oxo-3,8,11,14,17,20,23-heptaoxa-5-azapentacosan-25-yl)ureido)phenyl)-7-methoxy-1,4-dihydrochromeno[4,3-c]pyrazole-3-carboxylate ClC=1C=C(C=C(C1)Cl)N1N=C(C2=C1C=1C=C(C(=CC1OC2)OC)C2=CC(=CC=C2)NC(=O)NCCOCCOCCOCCOCCOCCOCCNC(OC(C)(C)C)=O)C(=O)OCC